FC1=C(C=C(C=C1)S(=O)(=O)N(C)CC1=CC=C(C=C1)OC)C=1N=CC(N(C1)C)=O 4-fluoro-N-(4-methoxybenzyl)-N-Methyl-3-(4-methyl-5-oxo-4,5-dihydropyrazin-2-yl)benzenesulfonamide